2-[2'-hydroxy-4'-(1''-propylhexyl)oxyphenyl]benzotriazole tert-butyl-N-[(Z,R)-1-methyl-3-methylsulfonyl-allyl]carbamate C(C)(C)(C)OC(N[C@@H](\C=C/S(=O)(=O)C)C)=O.OC1=C(C=CC(=C1)OC(CCCCC)CCC)N1N=C2C(=N1)C=CC=C2